N(=[N+]=[N-])CCC#CC(=O)O 5-azidopentynoic acid